(R and S)-2-Fluoro-N-(6-(1-hydroxyethyl)-2-phenyl-2H-indazol-3-yl)-5-(pyrimidin-2-yl)-4-(trifluoromethyl)benzamide FC1=C(C(=O)NC=2N(N=C3C=C(C=CC23)[C@@H](C)O)C2=CC=CC=C2)C=C(C(=C1)C(F)(F)F)C1=NC=CC=N1 |r|